COC(C1=CN=CC(=C1)C(F)(F)F)=O 5-(trifluoromethyl)nicotinic acid methyl ester